5-chloro-3-(6-fluoropyridin-3-yl)-2-(4-(4-methyl-4H-1,2,4-triazol-3-yl)piperidin-1-yl)benzonitrile ClC=1C=C(C(=C(C#N)C1)N1CCC(CC1)C1=NN=CN1C)C=1C=NC(=CC1)F